(S)-2-((tert-Butoxycarbonyl)amino)-3-(4-(pyridin-4-yl)phenyl)propanoic acid C(C)(C)(C)OC(=O)N[C@H](C(=O)O)CC1=CC=C(C=C1)C1=CC=NC=C1